5,5,8,8-tetramethyl-N-(3-(4,4,5,5-tetramethyl-1,3,2-dioxaborolan-2-yl)-[1,1'-biphenyl]-4-yl)-5,6,7,8-tetrahydronaphthalen-2-amine CC1(C=2C=CC(=CC2C(CC1)(C)C)NC1=C(C=C(C=C1)C1=CC=CC=C1)B1OC(C(O1)(C)C)(C)C)C